(5-(4-fluorophenyl)-1,2,4-oxadiazol-3-yl)benzoic acid FC1=CC=C(C=C1)C1=NC(=NO1)C1=C(C(=O)O)C=CC=C1